C(#N)C1=NC(=NC(=C1)C)N1CCN(CC1)S(=O)(=O)C=1C=C2CCN(C2=CC1)C(=O)C=1C=C(C=CC1)N1[C@H](CN(CC1)C(=O)OC(C)(C)C)CC(=O)OC tert-butyl (S)-4-(3-(5-((4-(4-cyano-6-methylpyrimidin-2-yl)piperazin-1-yl)sulfonyl)indoline-1-carbonyl)phenyl)-3-(2-methoxy-2-oxoethyl)piperazine-1-carboxylate